ethyl 3-((1-tosyl-1H-indol-5-yl)oxy)benzimidate S(=O)(=O)(C1=CC=C(C)C=C1)N1C=CC2=CC(=CC=C12)OC=1C=C(C(OCC)=N)C=CC1